C[C@@H](C(=O)N[C@@H](CC(=O)OC)C(=O)CF)NC(=O)[C@H](C(C)C)NC(=O)OCC1=CC=CC=C1 The molecule is a tripeptide consisting of Z-Val-Ala-Asp(OMe) in which the C-terminal OH group has been replaced by a fluoromethyl group. An irreversible pan-caspase inhibitor. It has a role as an apoptosis inhibitor and a protease inhibitor. It is a carbamate ester, a tripeptide and an organofluorine compound.